C(CCC(=O)[O-])(=O)OCC monoethyl succinate